4,6-dichloro-2-(4-((2-methoxyethyl)sulfonyl)benzyl)-5-(2-(trifluoromethoxy)phenyl)-1H-benzo[d]imidazole ClC1=C(C(=CC=2NC(=NC21)CC2=CC=C(C=C2)S(=O)(=O)CCOC)Cl)C2=C(C=CC=C2)OC(F)(F)F